C(C(=O)O)(=O)O.ClC1=C(C=CC=C1Cl)N1CCN(CC1)CCCC(=O)N1C2=C(CCC3=C1C=CC=C3)C=CC=C2 4-[4-(2,3-dichlorophenyl)piperazin-1-yl]-1-[10,11-dihydro-5H-dibenzo[b,f]azepin-5-yl]butan-1-one oxalate